COC1=CC=C(C=C1)C(/C=C/C1=C(C=CC=C1)N1N=NC(=C1C)C(=O)OC)=O Methyl (E)-1-(2-(3-(4-methoxyphenyl)-3-oxoprop-1-en-1-yl)phenyl)-5-methyl-1H-1,2,3-triazole-4-carboxylate